COCC1(CN(C1)C(=O)OCC=C)C1=NC=CC=N1 allyl 3-(methoxymethyl)-3-(pyrimidin-2-yl)azetidine-1-carboxylate